C(C)(C)(C)C=1C=C(C=CC1)NCC(O)C=1NC(NC1)=S 4-[2-(3-tert-Butylphenylamino)-1-hydroxyethyl]-1,3-dihydroimidazole-2-thione